1-((2-(trimethylsilyl)ethoxy)methyl)-1H-pyrazole-4-carboxylic acid anhydride C[Si](CCOCN1N=CC(=C1)C(=O)OC(=O)C=1C=NN(C1)COCC[Si](C)(C)C)(C)C